FC1=C(C=CC=C1)NC1=NC=NC2=CC=C(C(=C12)C1=CC(=CC=C1)OC)C(C(=O)N)=CC1N(CCC1)C (4-((2-fluorophenyl)amino)-5-(3-methoxyphenyl)quinazolin-6-yl)-3-(1-methylpyrrolidin-2-yl)acrylamide